[(2,3-dichloro-6-hydroxyphenyl)(pyridin-4-yl)methyl]azetidine-3-carboxamide ClC1=C(C(=CC=C1Cl)O)C(C1=CC=NC=C1)N1CC(C1)C(=O)N